N(=C=O)C1=C(C(=CC(=C1)C)N=C=O)C 2,6-diisocyanato-p-xylene